(S)-3-(2-Ethoxypyrimidin-5-yl)-3-(5-(2-(5,6,7,8-tetrahydro-1,8-naphthyridin-2-yl)ethoxy)-1H-indazol-1-yl)propanoic acid C(C)OC1=NC=C(C=N1)[C@H](CC(=O)O)N1N=CC2=CC(=CC=C12)OCCC1=NC=2NCCCC2C=C1